NC1CN(CC1)C1=CC=C(C=C1)N1C=NC(=C1)NC=1N=CC(=NC1)C#N 5-((1-(4-(3-Aminopyrrolidin-1-yl)phenyl)-1H-imidazol-4-yl)amino)pyrazine-2-carbonitrile